CC1=NC(=CC(=N1)N)N methylpyrimidine-4,6-diamine